[Cr].[PH2](=O)N=C(N)N 2-phosphinylguanidine chromium